ClC=1C=CC=2N(C1)N=C(C2C2=C(C=CC=C2)Cl)C(=O)N2[C@H](CC1(CN(C1)C(C=C)=O)CC2)C (S)-1-(7-(6-chloro-3-(2-chlorophenyl)pyrazolo[1,5-a]pyridine-2-carbonyl)-6-methyl-2,7-diazaspiro[3.5]nonan-2-yl)prop-2-en-1-one